N-(2-chloroethyl)-2-fluoro-2',6'-dimethoxy-[1,1'-biphenyl]-4-sulfonamide ClCCNS(=O)(=O)C1=CC(=C(C=C1)C1=C(C=CC=C1OC)OC)F